(difluoromethyl)-5'-methoxy-6-methyl-N-(5-(2-oxopiperidin-1-yl)thiazolo[5,4-d]pyrimidin-2-yl)-[4,4'-bipyridine]-3-carboxamide FC(F)C1=NC(=CC(=C1C(=O)NC=1SC=2N=C(N=CC2N1)N1C(CCCC1)=O)C1=CC=NC=C1OC)C